(4-((2-(1H-pyrazol-4-yl)ethyl)amino)-5,6-dimethylpyrimidin-2-yl)(2-(3-fluorophenyl)pyrrolidin-1-yl)methanone N1N=CC(=C1)CCNC1=NC(=NC(=C1C)C)C(=O)N1C(CCC1)C1=CC(=CC=C1)F